2-methyl-5-(4-nitrophenoxy)isonicotinic acid ethyl ester C(C)OC(C1=CC(=NC=C1OC1=CC=C(C=C1)[N+](=O)[O-])C)=O